((2S,3R,4R,5R)-5-(2-amino-6-oxo-1,6-dihydro-9H-purin-9-yl)-4-chloro-2-fluoro-3-hydroxy-4-methyltetrahydrofuran-2-yl)methyl tetrahydrogen triphosphate O(P(O)(=O)OP(=O)(O)OP(=O)(O)O)C[C@]1(O[C@H]([C@]([C@@H]1O)(C)Cl)N1C=2N=C(NC(C2N=C1)=O)N)F